BrC1=C(N(C=C1)NC(=O)N)C(=O)OC methyl 3-bromo-1-ureido-1H-pyrrole-2-carboxylate